1-((2-(trifluoromethyl)phenyl)sulfonyl)piperidine-3-carboxylic acid FC(C1=C(C=CC=C1)S(=O)(=O)N1CC(CCC1)C(=O)O)(F)F